F[C@@H]1C[C@H](N(C1)C)COC=1C=CC(=C(C(=O)NC2(CC2)C2=CC(=CC3=CC=CC=C23)OC)C1)C 5-(((2S,4R)-4-Fluoro-1-methylpyrrolidin-2-yl)methoxy)-N-(1-(3-methoxynaphthalen-1-yl)cyclopropyl)-2-methylbenzamide